C(=O)C1=CC=C(C(=O)[O-])C=C1 4-formylbenzoate